[(2R)-2-hydroxy-3-[6-[(4-methyloxazol-5-yl)methoxy]-3,4-dihydro-1H-isoquinolin-2-yl]propyl]carbamate O[C@H](CNC([O-])=O)CN1CC2=CC=C(C=C2CC1)OCC1=C(N=CO1)C